7-((1,1-dioxidotetrahydro-2H-thiopyran-4-yl)amino)-1,1-dioxido-3-(thiazol-4-yl)benzo[b]thiophen O=S1(CCC(CC1)NC1=CC=CC2=C1S(C=C2C=2N=CSC2)(=O)=O)=O